(5r,7r)-2-bromo-7-fluoro-5-phenyl-6,7-dihydro-5H-pyrrolo[1,2-b][1,2,4]triazole BrC=1N=C2N(N1)[C@H](C[C@H]2F)C2=CC=CC=C2